1-ethyl-6-fluoro-7-piperazin-1-yl-3-[3-(furan-2-yl)acryloyl][1,8]naphthyridin-4(1H)-one C(C)N1C=C(C(C2=CC(=C(N=C12)N1CCNCC1)F)=O)C(C=CC=1OC=CC1)=O